C12(CC3CC(CC(C1)C3)C2)CCN2C3CN(CC2C3)CCNC3=C2C(N(C(=NC2=CC=C3)C)C3C(NC(CC3)=O)=O)=O 3-(5-((2-(6-(2-((3r,5r,7r)-adamantan-1-yl)ethyl)-3,6-diazabicyclo[3.1.1]heptan-3-yl)ethyl)amino)-2-methyl-4-oxoquinazolin-3(4H)-yl)piperidine-2,6-dione